COCC1=CC=C2C=CC(=CC2=C1NC(C=C)=O)C1=CC=CC(=N1)C(=O)O 6-[7-(methoxymethyl)-8-(prop-2-enoylamino)-2-naphthyl]pyridine-2-carboxylic acid